[Br-].[Br-].[N+](=O)([O-])C1=C(C=CC(=C1)[N+](=O)[O-])C=1C(=NC=CC1C1=CC=NC=C1)C1=C(C=C(C=C1)[N+](=O)[O-])[N+](=O)[O-] bis(2,4-dinitrophenyl)-4,4'-bipyridine dibromide